2-(benzofuran-3-yl)-1-(R)-aminoethylboronic acid O1C=C(C2=C1C=CC=C2)C[C@H](N)B(O)O